Cl.C1(CC1)C(=O)N1C2CNCC1CC2 8-cyclopropanecarbonyl-3,8-diazabicyclo[3.2.1]Octane hydrochloride